[S-2].[Ti+4].[Al+3] aluminum-titanium-sulfide